(+/-)-bitartrate [O-]C(=O)C(O)C(O)C(=O)O